BrC1=C(C=C(OC2=CC(=C(C=C2C2=CN(C=3C(NC=CC32)=O)C)N3C(CCC3=O)=O)C)C=C1)F (4-(4-bromo-3-fluorophenoxy)-2-methyl-5-(1-methyl-7-oxo-6,7-dihydro-1H-pyrrolo[2,3-c]pyridin-3-yl)phenyl)pyrrolidine-2,5-dione